2-ethyl-3,7-dimethyl-6-[4-(trifluoromethoxy) phenoxy]-4-quinolinyl methyl carbonate C(OC1=C(C(=NC2=CC(=C(C=C12)OC1=CC=C(C=C1)OC(F)(F)F)C)CC)C)(OC)=O